N-[(1'S,14R)-20-fluorospiro[8,12-dioxa-21-azatetracyclo[14.3.1.110,13.02,7]henicosa-1(20),2,4,6,10,13(21),16,18-octaene-14,3'-cyclopentane]-1'-yl]methanesulfonamide FC1=C2C3=CC=CC=C3OCC3=COC(=N3)[C@@]3(C[C@H](CC3)NS(=O)(=O)C)CC1=CC=C2